3-(2,3-Dihydrobenzo[b][1,4]Dioxin-6-yl)-5-(4-(4-Methylpiperazin-1-yl)phenyl)-1H-pyrazolo[3,4-b]pyridine O1C2=C(OCC1)C=C(C=C2)C2=NNC1=NC=C(C=C12)C1=CC=C(C=C1)N1CCN(CC1)C